FC=1C=CC=2C[C@]3(C[C@H](CC3)NS(=O)(=O)C)C=3OC=C(COC4=CC=CC=C4C1C2)N3 N-[(1'S,14R)-19-fluorospiro[8,12-dioxa-21-azatetracyclo[14.3.1.110,13.02,7]henicosa-1(19),2,4,6,10,13(21),16(20),17-octaene-14,3'-cyclopentane]-1'-yl]methanesulfonamide